3-Cyclopropoxy-N-methyl-4-(prop-2-yn-1-ylamino)benzamide C1(CC1)OC=1C=C(C(=O)NC)C=CC1NCC#C